2'-chloro-4'-((3-methoxyoxetan-3-yl)methoxy)-4,5,5',6'-tetrahydro-2H-spiro[Furan-3,8'-pyrano[3,4-b]pyridine] ClC1=CC(=C2C(=N1)C1(OCC2)COCC1)OCC1(COC1)OC